N2-(4-chlorophenyl)-N-{3-[2-(3,4-dichlorophenoxy)acetamido]-bicyclo[1.1.1]pentan-1-yl}-N2-methylglycinamide ClC1=CC=C(C=C1)N(CC(=O)NC12CC(C1)(C2)NC(COC2=CC(=C(C=C2)Cl)Cl)=O)C